N-hydroxy-5-(4-isobutoxyphenyl)isoxazole-3-carboxamide ONC(=O)C1=NOC(=C1)C1=CC=C(C=C1)OCC(C)C